tert-butyl N-[4-[4-[[2-[3-[(E)-N'-hydroxycarbamimidoyl]phenyl]-1-(6-methoxy-1,3-benzothiazol-2-yl)ethyl]sulfamoyl]anilino]-4-oxo-butyl]carbamate O\N=C(\N)/C=1C=C(C=CC1)CC(C=1SC2=C(N1)C=CC(=C2)OC)NS(=O)(=O)C2=CC=C(NC(CCCNC(OC(C)(C)C)=O)=O)C=C2